(3R,5R)-1-METHOXY-5-METHYLHEPT-6-ENE-3-SULFONAMIDE COCC[C@@H](C[C@H](C=C)C)S(=O)(=O)N